tert-butyl (S)-4-(5-(3-(3-acetoxy-2,2-dimethylpropyl)-5-bromo-1-(2,2,2-trifluoroethyl)-1H-indol-2-yl)-6-(1-methoxyethyl)pyridin-3-yl)piperazine-1-carboxylate C(C)(=O)OCC(CC1=C(N(C2=CC=C(C=C12)Br)CC(F)(F)F)C=1C=C(C=NC1[C@H](C)OC)N1CCN(CC1)C(=O)OC(C)(C)C)(C)C